2-(5-(difluoromethyl)pyridin-2-yl)-2-methylpropanoic acid FC(C=1C=CC(=NC1)C(C(=O)O)(C)C)F